CC=1C=C2C(NC(=NC2=C(C1)C(C)NC1=C(C(=O)O)C=CC=C1)N1CCOCC1)=O 2-({1-[6-methyl-2-(morpholin-4-yl)-4-oxo-3,4-dihydroquinazolin-8-yl]ethyl}amino)benzoic acid